2-methoxy-3,4-methylenedioxyamphetamine COC1=C(CC(N)C)C=CC2=C1OCO2